6-[3-(1-benzoyloxycyclopropyl)-1,2,4-triazol-1-yl]-2-azaspiro[3.3]heptane-2-carboxylic acid tert-butyl ester C(C)(C)(C)OC(=O)N1CC2(C1)CC(C2)N2N=C(N=C2)C2(CC2)OC(C2=CC=CC=C2)=O